4-(4-amino-6-((4-vinylphenyl)amino)-1,3,5-triazin-2-yl)benzylamine NC1=NC(=NC(=N1)NC1=CC=C(C=C1)C=C)C1=CC=C(CN)C=C1